2-[2-[2-(2-trityloxyethoxy) ethoxy]ethoxy]ethyl methanesulfonate CS(=O)(=O)OCCOCCOCCOCCOC(C1=CC=CC=C1)(C1=CC=CC=C1)C1=CC=CC=C1